C(C1=CC=CC=C1)N1SC(C(=C1C)C(C)=O)=NC1=CC=CC=C1 2-benzyl-3-methyl-4-acetyl-N-phenylisothiazole-5(2H)-imine